1-(1-((1-((1-methoxypropan-2-yl)oxy)propan-2-yl)oxy)prop-1-en-2-yl)-3-(3-((1-((1-methoxypropan-2-yl)oxy)propan-2-yl)oxy)prop-1-en-2-yl)benzene COCC(C)OCC(C)OC=C(C)C1=CC(=CC=C1)C(=C)COC(COC(COC)C)C